2-nitro-4,5-dichlorophenol [N+](=O)([O-])C1=C(C=C(C(=C1)Cl)Cl)O